(1-(2-(((1-methyl-1H-1,2,4-triazol-3-yl) methoxy) methyl)-N-(1-methyl-1H-tetrazol-5-yl)-6-(trifluoromethyl) nicotinamido) ethyl) carbonate C(OC(C)N(C(C1=C(N=C(C=C1)C(F)(F)F)COCC1=NN(C=N1)C)=O)C1=NN=NN1C)([O-])=O